NC=1C=2N(C(=C(N1)C=1C=C(C#N)C=CC1)C1=NC=NC=C1)N=C(N2)CC2=NC=CC=C2Cl 3-(8-amino-2-((3-chloropyridin-2-yl)methyl)-5-(pyrimidin-4-yl)-[1,2,4]triazolo[1,5-a]pyrazin-6-yl)benzonitrile